ClC=1C=C(C=CC1)[C@H]1C[C@](C(N([C@@H]1C1=CC=C(C=C1)Cl)[C@@H](C(C)C)CS(=O)(=O)C(C)C)=O)(C)CC(=O)NC1=CC=C(C(=O)OC)C=C1 methyl 4-[[2-[(3R,5R,6S)-5-(3-chlorophenyl)-6-(4-chlorophenyl)-1-[(1S)-1-(isopropylsulfonylmethyl)-2-methyl-propyl]-3-methyl-2-oxo-3-piperidyl]acetyl]amino]benzoate